C(C1=CC=CC=C1)(=O)[C@@]([C@@](C(=O)O)(O)C(C1=CC=CC=C1)=O)(O)C(=O)O dibenzoyl-D-tartaric acid